ClC1=CC(=C2C=C(NC2=C1)C(=O)O)OC(F)F 6-chloro-4-(difluoromethoxy)1H-indole-2-carboxylic acid